C(=O)(OC(C)(C)C)[C@@](N)(CCCCN)C(=O)O alpha-Boc-D-lysine